2-Amino-4-[5-chloro-7-(2-morpholinoethoxy)-1,3-dihydrofuro[3,4-f]quinolin-4-yl]-7-fluoro-benzothiophene-3-carbonitrile NC=1SC2=C(C1C#N)C(=CC=C2F)C2=C1C(=C3C=CC(=NC3=C2Cl)OCCN2CCOCC2)COC1